C(C)(C)(C)N1C[C@@H]([C@H](CC1)NC(=O)C1=CC(=CC=2N(C=NC21)CC(F)(F)F)C#CCNC=2C(OC)=CC=C(C2)C(NC)=O)C N-[(3S,4S)-1-(tert-butyl)-3-methyl-4-piperidyl]-6-{3-[4-(N-methylcarbamoyl)-2-anisidino]-1-propynyl}-1-(2,2,2-trifluoroethyl)-1H-1,3-benzimidazole-4-carboxamide